1,3-dibromopropane BrCCCBr